[C@@H]1([C@@H](C=CC=C1)C(=O)OC)C(=O)OC dimethyl trans-cyclohexa-3,5-diene-1,2-dicarboxylate